ClC1=NN=C2N1C1=CC=CC=C1C(=N2)N(C)C=2C=C(C=CC2F)C2=CC=C(C=C2)C2CC2 chloro-N-(4'-cyclopropyl-4-fluoro-[1,1'-biphenyl]-3-yl)-N-methyl-[1,2,4]triazolo[4,3-a]quinazolin-5-amine